dimethyl-isopropoxy(2-vinylphenyl)silane Ethyl-(7aS)-2-hydroxy-5-oxotetrahydro-1H-pyrrolizine-7a(5H)-carboxylate C(C)OC(=O)[C@]12CCC(N2CC(C1)O)=O.C[Si](C1=C(C=CC=C1)C=C)(OC(C)C)C